N-(3-(difluoro(1-methylcyclopropyl)methyl)phenyl)-3-oxobutanamide FC(C=1C=C(C=CC1)NC(CC(C)=O)=O)(C1(CC1)C)F